(R)-N-(6-ethoxy-2-methyl-2H-indazol-5-yl)-4-(3-methylpiperazin-1-yl)-2,3-dihydro-1H-pyrrolo[2,3-b]pyridine-1-carboxamide 2,2,2-trifluoroacetate FC(C(=O)O)(F)F.C(C)OC=1C(=CC2=CN(N=C2C1)C)NC(=O)N1CCC=2C1=NC=CC2N2C[C@H](NCC2)C